(E)-N-(4-(2-(3-cyano-6-(1-(difluoromethyl)-1H-pyrazol-4-yl)pyrazolo[1,5-a]pyridin-4-yl)vinyl)phenyl)acrylamide C(#N)C=1C=NN2C1C(=CC(=C2)C=2C=NN(C2)C(F)F)/C=C/C2=CC=C(C=C2)NC(C=C)=O